ClC1=C(\C=N/OC(C(=O)OC)C)C=C(C(=C1)F)N1C(N(C(=CC1=O)C(F)(F)F)C)=O methyl 2-{[(Z)-{2-chloro-4-fluoro-5-[3-methyl-2,6-dioxo-4-(trifluoromethyl)-3,6-dihydropyrimidin-1(2H)-yl]benzylidene}amino]oxy}propanoate